C(C1=CC=NC=C1)N[C@@H](C(C)C)C(=O)N isonicotinyl-valinamide